FC1=CC(=CC2=CN(N=C12)C)N1N=C2C(N=C(S2)C2CCN(CC2)C(=O)OC(C)(C)C)=C1 tert-butyl 4-[2-(7-fluoro-2-methylindazol-5-yl)pyrazolo[4,3-d][1,3]thiazol-5-yl]piperidine-1-carboxylate